2-formyl-3-(4-hydroxybenzyl)-pyridin-4-one C(=O)C1=NC=CC(C1CC1=CC=C(C=C1)O)=O